C1(CC1)NC(C1=C(C=C(C=C1OC)C1=CN=C2N1C=CC(=C2)C(C)N2CC(C2)O)OC(F)F)=O N-cyclopropyl-2-(difluoromethoxy)-4-[7-[1-(3-hydroxyazetidin-1-yl)ethyl]imidazo[1,2-a]pyridin-3-yl]-6-methoxybenzamide